C(C(C)C)C1=CC=C(C(=C1)C1=CC(=C(C=C1)CN1C(=NC=C1)C)C)S(=O)(=O)NC1=NC=CC=N1 5-isobutyl-3'-methyl-4'-((2-methyl-1H-imidazol-1-yl)methyl)-N-(pyrimidin-2-yl)-[1,1'-biphenyl]-2-sulfonamide